CC(CCCC)C=1C=C(SC1)C1=CC=C(C2=NSN=C21)C(C)CCCC 4,7-di-2-hexyl-thienyl-2,1,3-benzothiadiazole